C1(=CC=CC=C1)C1N(C2=CC=CC=C2C=C1C1=CC=CC=C1)S(=O)(=O)C1=CC=C(C)C=C1 2,3-diphenyl-1-tosyl-1,2-dihydroquinoline